(2R,4aS,8aS)-2-(2-hydroxyethyl)octahydroquinoxaline-1,4-dicarboxylic acid di-tert-butyl ester C(C)(C)(C)OC(=O)N1[C@@H](CN([C@H]2CCCC[C@H]12)C(=O)OC(C)(C)C)CCO